2-[[1-oxo-4-(4,4,5,5-tetramethyl-1,3,2-dioxaborolan-2-yl)isoindolin-2-yl]methyl]prop-2-enenitrile O=C1N(CC2=C(C=CC=C12)B1OC(C(O1)(C)C)(C)C)CC(C#N)=C